(5-oxopyrrolidin-2-yl)methoxyl-1,6-diazabicyclo[3.2.1]oct-3-ene-2-carboxamide O=C1CCC(N1)COC1(N2CNC(C=C1)C2)C(=O)N